3-[[(2,4-dichlorobenzoyl)amino]carbamoyl]azetidine-1-carboxylic acid tert-butyl ester C(C)(C)(C)OC(=O)N1CC(C1)C(NNC(C1=C(C=C(C=C1)Cl)Cl)=O)=O